nickel-thorium oxide [O-2].[Th+4].[Ni+2].[O-2].[O-2]